C(#N)[C@H](CCC)NC(OCC1=CC=CC=C1)=O (S)-benzyl (1-cyanobutyl)carbamate